2-methyl-1-oxoisoindolin CN1C(C2=CC=CC=C2C1)=O